N3-((1R,5S,6r)-3-Oxabicyclo[3.1.0]hexan-6-yl)-1-((R)-2-hydroxy-1-phenylethyl)-N5-methyl-1H-pyrazole-3,5-dicarboxamide [C@H]12COC[C@@H]2C1NC(=O)C1=NN(C(=C1)C(=O)NC)[C@@H](CO)C1=CC=CC=C1